N-{(6S,7aS)-3-oxo-2-[4-(2,3,6-trifluorophenyl)-1,2-benzoxazol-3-yl]hexahydro-1H-pyrrolo[1,2-c]imidazol-6-yl}ethanesulfonamide O=C1N(C[C@H]2N1C[C@H](C2)NS(=O)(=O)CC)C2=NOC1=C2C(=CC=C1)C1=C(C(=CC=C1F)F)F